CN1N=C2N=CC(=CC2=C1)C1=CC=C2C(=N1)SC(=C2)C(C)(CC)O 2-(6-(2-methyl-2H-pyrazolo[3,4-b]pyridin-5-yl)thieno[2,3-b]pyridin-2-yl)-2-butanol